OCCNC([O-])=O N-(2-hydroxyethyl)carbamate